ClC1=CC(=C2C[C@@H]([C@H](C2=C1)OC1=C(C=CC=C1)F)N1CCNCC1)C 4-[[(1S,2S)-6-chloro-4-methyl-2-(piperazin-1-yl)-2,3-dihydro-1H-inden-1-yl]oxy]-3-fluorobenzene